C(CC)NS(=O)(=O)C=1C=C2CCCC2=CC1 N-propyl-2,3-dihydro-1H-indene-5-sulfonamide